NC1=C(C=2C(=C(N=C(C2)C)C#N)N1C1=C2C=NNC2=CC(=C1C)F)C(=O)N 2-amino-7-cyano-1-(6-fluoro-5-methyl-1H-indazol-4-yl)-5-methyl-1H-pyrrolo[2,3-c]pyridine-3-carboxamide